1-(5-(5-chloro-2-methoxypyridin-4-yl)-1H-pyrazole-3-carbonyl)-N-(3,3-difluorocyclopentyl)piperidine-4-carboxamide ClC=1C(=CC(=NC1)OC)C1=CC(=NN1)C(=O)N1CCC(CC1)C(=O)NC1CC(CC1)(F)F